1-(4-(difluoromethoxy)phenyl)-7-ethoxy-3-(1-isopropyl-6-carbonyl-1,6-dihydropyridin-3-yl)-1,8-naphthyridin-2(1H)-one FC(OC1=CC=C(C=C1)N1C(C(=CC2=CC=C(N=C12)OCC)C1=CN(C(C=C1)=C=O)C(C)C)=O)F